[Na+].[Na+].[Na+].P(=O)(O)(O)OC=1C(=O)O[C@@H](C1[O-])[C@@H](O)CO.P(=O)(O)(O)OC=1C(=O)O[C@@H](C1[O-])[C@@H](O)CO.P(=O)(O)(O)OC=1C(=O)O[C@@H](C1[O-])[C@@H](O)CO 2-Phospho-L-ascorbic acid, trisodium salt